1-(4-(3,3-dimethylureido)phenyl)-7-methoxy-[1,2,4]triazolo[4,3-a]quinoxaline-8-carboxamide CN(C(NC1=CC=C(C=C1)C1=NN=C2N1C1=CC(=C(C=C1N=C2)OC)C(=O)N)=O)C